trans-4-((4-(3-(5-(1H-tetrazol-5-yl)benzo[c]isoxazol-3-yl)phenoxy)piperidin-1-yl)methyl)cyclohexane-1-carbaldehyde N1N=NN=C1C1=CC=2C(=NOC2C=2C=C(OC3CCN(CC3)C[C@@H]3CC[C@H](CC3)C=O)C=CC2)C=C1